5-(Tetrahydro-pyran-2-yloxy)-pentan-1-ol O1C(CCCC1)OCCCCCO